Natrium chlorid [Cl-].[Na+]